C1(CCCCC1)[C@H]1[C@@H](C1)NC(=O)NCC1=CC(=NC=C1)C=1C=NSC1 |r| 1-[rac-(1r,2s)-2-cyclohexylcyclopropyl]-3-[[2-(1,2-thiazol-4-yl)pyridin-4-yl]methyl]urea